C(CCCCCCCCCCCCCCC)(=O)OCC(COC(CCCCCCCCCCCCCCC)=O)OC(CC(CCCCCCC(CC(=O)N1C=C(C2=CC=CC=C12)CCN(C)C)C)C)=O [2-[12-[3-[2-(dimethylamino)ethyl]indol-1-yl]-3,10-dimethyl-12-oxo-dodecanoyl]oxy-3-hexadecanoyloxy-propyl] hexadecanoate